C1(CC1)C1=CC=2N(C(=C1)N1C(N(C(C1)=O)C)=O)C=C(N2)COC2=CC(=NC=N2)NC(=O)[C@@H]2[C@H](C2)C2=NC=CC(=N2)C (1S,2S)-N-(6-((7-cyclopropyl-5-(3-methyl-2,4-dioxoimidazolidin-1-yl)imidazo[1,2-a]pyridin-2-yl)methoxy)pyrimidin-4-yl)-2-(4-methylpyrimidin-2-yl)cyclopropane-1-carboxamide